C1(CCC1)C#N cyclobutanecarbonitrile